2-fluoro-N-(5-(5-methyl-1H-indazol-4-yl)pyrazolo[1,5-a]pyrimidin-2-yl)cyclopropane-1-carboxamide FC1C(C1)C(=O)NC1=NN2C(N=C(C=C2)C2=C3C=NNC3=CC=C2C)=C1